N-(3-(4,4-difluoropiperidin-1-yl)-2-oxopyridin-1(2H)-yl)-4-((2-hydroxyethyl)sulfonamido)-2-(6-azaspiro[2.5]octan-6-yl)benzamide FC1(CCN(CC1)C=1C(N(C=CC1)NC(C1=C(C=C(C=C1)NS(=O)(=O)CCO)N1CCC2(CC2)CC1)=O)=O)F